5-(2-(8-ethoxy-3,4-dihydrobenzofuro[2,3-c]pyridin-2(1H)-yl)ethyl)-2,3-dimethyl-2,5,6,7-tetrahydro-4H-pyrazolo[4,3-c]pyridin-4-one C(C)OC1=CC=CC2=C1OC=1CN(CCC12)CCN1C(C=2C(CC1)=NN(C2C)C)=O